N-ethyl-N-methylpiperazine-1-carboxamide TFA salt OC(=O)C(F)(F)F.C(C)N(C(=O)N1CCNCC1)C